rac-Benzyl ((2S,3R,4R)-1-acetyl-6-fluoro-2,3-dimethyl-1,2,3,4-tetrahydroquinolin-4-yl)carbamate C(C)(=O)N1[C@H]([C@@H]([C@H](C2=CC(=CC=C12)F)NC(OCC1=CC=CC=C1)=O)C)C |r|